N-(propargyl)-N-(4-trifluoromethyl-benzyl)aminoacetic acid C(C#C)N(CC1=CC=C(C=C1)C(F)(F)F)CC(=O)O